C1(CC1)NC1=NC=CC2=CC=CC=C12 1-(cyclopropylamino)isoquinoline